C(#N)CNC(C1=CC=C(C=C1)C1=NC(=NC=C1C)NC1=CC=C(C=C1)N1CCC(CC1)CO)=O N-(cyanomethyl)-4-(2-(4-(4-(hydroxymethyl)piperidin-1-yl)phenylamino)-5-methylpyrimidin-4-yl)benzamide